1-PENTADECENE C=CCCCCCCCCCCCCC